[C].O[C@@H]1[C@H](O)[C@@H](O)[C@H](O[C@H]2[C@H](O)[C@@H](O)[C@@H](O)[C@H](O2)CO)[C@H](O1)CO Alpha-lactose carbon